2-[2-{[(1S)-1-{4-[(3,3-difluoropiperidin-1-yl)methyl]phenyl}ethyl]amino}-7-oxopyrido[2,3-d]pyrimidin-8(7H)-yl]propanenitrile FC1(CN(CCC1)CC1=CC=C(C=C1)[C@H](C)NC=1N=CC2=C(N1)N(C(C=C2)=O)C(C#N)C)F